benzyl format C(=O)OCC1=CC=CC=C1